1,4,4a,5,5a,6-hexahydrocyclopropa[f]indazole Dimethyl-2,2'-(1,3,5,7-tetraoxo-5,7-dihydropyrrolo[3,4-f]isoindole-2,6(1H,3H)-diyl)bis(3-(nitrooxy)propanoate) COC(C(CO[N+](=O)[O-])N1C(C2=CC=3C(N(C(C3C=C2C1=O)=O)C(C(=O)OC)CO[N+](=O)[O-])=O)=O)=O.N1N=CC=2CC3C(CC12)C3